BrC=1C=C(N=NC1)NC(N(C1CC2(CN(C2)C(=O)C2=C3N(N=C2)C=CN3C)C1)C)=O 3-(5-bromopyridazin-3-yl)-1-methyl-1-(2-(1-methyl-1H-imidazo[1,2-b]pyrazole-7-carbonyl)-2-azaspiro[3.3]heptan-6-yl)urea